C(C)OC=1C=C(C=C(C1SCC)OC)CCN 2-(3-ethoxy-4-ethylsulfanyl-5-methoxyphenyl)ethanamine